3-chloro-6-methyl-5-phenyl-4-(2,4,6-trifluorophenyl)pyridazin ClC=1N=NC(=C(C1C1=C(C=C(C=C1F)F)F)C1=CC=CC=C1)C